5,6-difluoro-2,3-dihydro-1H-indene-2-carboxylic acid methyl ester COC(=O)C1CC2=CC(=C(C=C2C1)F)F